propylacrylamide p-toluenesulfonate salt CC1=CC=C(C=C1)S(=O)(=O)O.C(CC)C(C(=O)N)=C